C(#N)C=1C=C2C(=NC1)N(N=C2)C2=NC=C(C(=O)NC=1C=NN(C1)C1CN(C1)S(=O)(=O)C)C(=C2)NC(C)C 6-(5-cyano-1H-pyrazolo[3,4-b]pyridin-1-yl)-4-(isopropylamino)-N-(1-(1-(methylsulfonyl)azetidin-3-yl)-1H-pyrazol-4-yl)nicotinamide